3-isobutyl-5-(3-(2-methoxypyridin-3-yl)pyrazolo[1,5-a]pyrimidin-5-yl)-4,5,6,7-tetrahydro-3H-imidazo[4,5-c]pyridine C(C(C)C)N1C=NC2=C1CN(CC2)C2=NC=1N(C=C2)N=CC1C=1C(=NC=CC1)OC